C(C)(C)(C)OC(=O)N1CCN(CC1)C[C@H]1N(CC2=CC=CC=C2C1)C(=O)OCC1=CC=CC=C1 benzyl (S)-3-((4-(tert-butoxycarbonyl)piperazin-1-yl)methyl)-3,4-dihydroisoquinoline-2(1H)-carboxylate